ClC=1N(C(=CN1)C=1C=C2CNC(C2=CC1C1=C(C=C(C=C1)F)F)=O)C1OCCCC1 5-(2-chloro-1-(tetrahydro-2H-pyran-2-yl)-1H-imidazol-5-yl)-6-(2,4-difluorophenyl)isoindolin-1-one